C(C)(=O)O[C@H]1CN(C(C1)=O)C=1N=C(N2C1[C@H](N(CC2)C(C2=CC=C(C=C2)F)=O)C)C2=NC(=NS2)C (R)-1-[(R)-7-(4-fluorobenzoyl)-8-methyl-3-(3-methyl-1,2,4-thiadiazol-5-yl)-5,6,7,8-tetrahydroimidazo[1,5-a]pyrazin-1-yl]-5-oxopyrrolidin-3-yl acetate